ClC1=NSC(=C1Cl)COC1=NS(C2=C1C=CC=C2)(=O)=O 3-((3,4-dichloroisothiazol-5-yl)methoxy)benzo[d]isothiazol-1,1-dioxide